FC1=CC(NC(N1[C@H]1[C@H](S)[C@H](O)[C@@H](CO)O1)=O)=O 6-fluoro-2'-thiouridine